C1=CC(=CC=C1N)S(=O)(=O)C2=CC=C(C=C2)N 4'-diAminodiphenyl sulfone